C1=CC=C(C=C1)CCNC(=O)NCCC2=CC=CC=C2 1,3-diphenylethylurea